β-amino-5-phenylpentanoic acid NC(CC(=O)O)CCC1=CC=CC=C1